N([C@@H](C)C(=O)O)N([C@@H](CO)C(=O)O)CC1=CC=CC=C1 alanineObenzylserine